Cl.FC(C1CC(C1)N)F (1s,3s)-3-(difluoromethyl)cyclobutan-1-amine hydrochloride